2-(azetidin-3-yl)-1H-imidazole trifluoroacetate FC(C(=O)O)(F)F.N1CC(C1)C=1NC=CN1